ClC1=C(C=2N=C(N=C3C2C(=N1)OCCCN3C)OC[C@]31CCCN1C[C@@H](C3)F)F 5-chloro-4-fluoro-2-(((2R,7aS)-2-fluorotetrahydro-1H-pyrrolizin-7a(5H)-yl)methoxy)-11-methyl-8,9,10,11-tetrahydro-7-oxa-1,3,6,11-tetraazacycloocta[de]naphthalene